(3S,5S,6R,8S)-8-Allyl-6-(3-chlorophenyl)-5-(4-chlorophenyl)-3-isopropyl-8-methyl-2,3,5,6,7,8-hexahydrooxazolo[3,2-a]pyridin-4-ium trifluoromethanesulfonate FC(S(=O)(=O)[O-])(F)F.C(C=C)[C@@]1(C2=[N+]([C@@H]([C@H](C1)C1=CC(=CC=C1)Cl)C1=CC=C(C=C1)Cl)[C@H](CO2)C(C)C)C